2-((2s,4s)-2-(aminomethyl)-5-chloro-2-phenyl-2,3-dihydrobenzofuran-4-yl)-4-chloro-3-fluorobenzamide NC[C@@]1(OC2=C(C1)C(=C(C=C2)Cl)C2=C(C(=O)N)C=CC(=C2F)Cl)C2=CC=CC=C2